CC(CC1=NC2=CC=CC=C2C=C1)C (2-methyl-propyl)-quinoline